(3R)-3-amino-5-[(4-chlorophenyl)methyl]-7-[5-(5,5-difluoro-1-methylsulfonyl-3-piperidyl)-1,3,4-oxadiazol-2-yl]-8-fluoro-1,1-dioxo-2,3-dihydro-1lambda6,5-benzothiazepin-4-one N[C@H]1CS(C2=C(N(C1=O)CC1=CC=C(C=C1)Cl)C=C(C(=C2)F)C=2OC(=NN2)C2CN(CC(C2)(F)F)S(=O)(=O)C)(=O)=O